CN(CCOC1=CC=NC=C1)C N,N-dimethyl-2-(pyridin-4-yloxy)ethan-1-amine